ClC=1C=C(NC2(CCC3(C(CC4=CC=CC=C34)C3=C(C(=CC=C3)OC)Cl)CC2)C(=O)O)C=CC1 (1r,4r)-4-(3-Chloroanilino)-2'-(2-chloro-3-methoxyphenyl)-2',3'-dihydrospiro[cyclohexane-1,1'-indene]-4-carboxylic acid